tert-butyl 3-(2,3-dichloro-6-fluorophenyl)-3-((5-fluoro-3-(methyl-d3)-4-oxo-3,4-dihydroquinazolin-6-yl)amino)pyrrolidine-1-carboxylate ClC1=C(C(=CC=C1Cl)F)C1(CN(CC1)C(=O)OC(C)(C)C)NC=1C(=C2C(N(C=NC2=CC1)C([2H])([2H])[2H])=O)F